tert-butyl (2-acetamido-5-(1-cyclopropylethoxy)pyridin-4-yl)carbamate C(C)(=O)NC1=NC=C(C(=C1)NC(OC(C)(C)C)=O)OC(C)C1CC1